4,4-diethoxy-3-oxobutanoic acid ethyl ester C(C)OC(CC(C(OCC)OCC)=O)=O